C(C)(C)(C)OC(=O)N1C2(CCN(C2=O)C=2C=CC(=C(C(=O)O)C2)C)CCCC1 5-(6-(tert-butoxycarbonyl)-1-oxo-2,6-diaza-spiro[4.5]decan-2-yl)-2-methylbenzoic acid